3-[2-[2-[(3S)-3-hydroxybutoxy]ethoxy]pyrimidin-4-yl]-1-tetrahydropyran-2-yl-indazol-5-ol O[C@H](CCOCCOC1=NC=CC(=N1)C1=NN(C2=CC=C(C=C12)O)C1OCCCC1)C